ethyl 5-(2-fluorophenyl)-4H-1,2,4-triazole-3-carboxylate FC1=C(C=CC=C1)C=1NC(=NN1)C(=O)OCC